O[C@@H]1CC(CCC1(C)C)C1=NN(C=C1CN(CCN(C(OC(C)(C)C)=O)C)C)C1OCCCC1 tert-butyl N-{2-[({3-[(3R)-3-hydroxy-4,4-dimethylcyclohexyl]-1-(oxan-2-yl)-1H-pyrazol-4-yl}methyl) (methyl)amino] ethyl}-N-methylcarbamate